FC=1C=C(C=NC1N1CCN(CC1)CCOC)N 5-fluoro-6-(4-(2-methoxyethyl)piperazin-1-yl)pyridin-3-amine